N-(3,4-dimethoxyphenyl)-7-(2,4-dimethoxypyridin-5-yl)thieno[3,2-d]pyrimidin-2-amine COC=1C=C(C=CC1OC)NC=1N=CC2=C(N1)C(=CS2)C=2C(=CC(=NC2)OC)OC